FC1=C(C(=O)OC)C=C(C(=C1)C)B1OC(C(O1)(C)C)(C)C Methyl 2-fluoro-4-methyl-5-(4,4,5,5-tetramethyl-1,3,2-dioxaborolan-2-yl)benzoate